FC1=C2CC(N(C2=CC(=C1)F)C(C)C1=CC(=CN2C1=NC(=CC2=O)N2CCOCC2)C(=O)OC)C methyl 9-(1-(4,6-difluoro-2-methylindolin-1-yl)ethyl)-2-morpholino-4-oxo-4H-pyrido[1,2-a]pyrimidine-7-carboxylate